BrC=1C=C2COC(C2=CC1[N+](=O)[O-])C(F)(F)F 5-bromo-6-nitro-1-trifluoromethyl-1,3-dihydroisobenzofuran